[Na+].CC1=NC(=NC=C1)NS([O-])(=O)=O 4-Methyl-2-pyrimidinylsulfamic acid sodium salt